tert-butyl 6-(2-{5-cyano-2-oxo-1,2-dihydrospiro[indole-3,4'-piperidin]-1'-yl}ethoxy)-1,2,3,4-tetrahydroisoquinoline-2-carboxylate C(#N)C=1C=C2C(=CC1)NC(C21CCN(CC1)CCOC=1C=C2CCN(CC2=CC1)C(=O)OC(C)(C)C)=O